[2-(methacrylamido)ethyl]trimethylammonium hydrogen phosphate P(=O)(O)([O-])[O-].C(C(=C)C)(=O)NCC[N+](C)(C)C.C(C(=C)C)(=O)NCC[N+](C)(C)C